5-chloro-N-((1S,5R)-3,3-difluoro-5-(2-isobutyl-6-(1H-1,2,4-triazol-3-yl)-1H-imidazo[4,5-c]pyridin-1-yl)cyclohexyl)thiophene-2-carboxamide ClC1=CC=C(S1)C(=O)N[C@@H]1CC(C[C@@H](C1)N1C(=NC=2C=NC(=CC21)C2=NNC=N2)CC(C)C)(F)F